C(C)(CC)NC(C1=CC=CC=C1)(C1=CC=CC=C1)NC(C)CC bis(sec-butylamino)-diphenylmethane